N-[2-[(2-Bromophenyl)methoxy]-5-chloro-phenyl]formamide BrC1=C(C=CC=C1)COC1=C(C=C(C=C1)Cl)NC=O